COC1=C(C=C(C=C1)C=1C(=NC=CC1)C=1C=C2C(=NC=NC2=CC1C)N1CCN(CC1)C(C=CC(C)=O)=O)S(=O)(=O)N 2-methoxy-5-(7-methyl-4-(4-(4-oxopent-2-enoyl)piperazin-1-yl)quinazolin-6-ylpyridin-3-yl)benzenesulfonamide